tert-butyl (4-carbamimidoylbenzyl)carbamate C(N)(=N)C1=CC=C(CNC(OC(C)(C)C)=O)C=C1